O1CCOC2=C1C=CC(=C2)CC=2C=C(C=CC2C)C2OC(C(C(C2O)O)O)SC 2-[3-(2,3-dihydro-1,4-benzodioxin-6-ylmethyl)-4-methylphenyl]-6-(methylthio)oxane-3,4,5-triol